ClC1=CC=C(C=C1)S(=O)(=O)C1(CC(C1)[N-]S(=O)(=O)C(F)(F)F)C1=C(C=CC(=C1)F)F.[Na+] Sodium [cis-3-[(4-chlorophenyl)sulfonyl]-3-(2,5-difluorophenyl)cyclobutyl][(trifluoromethyl)sulfonyl]azanide